1,8-bis(N,N'-dibenzylthiocarbamoyl-dithio)octane C(C1=CC=CC=C1)N(C(=S)SSCCCCCCCCSSC(N(CC1=CC=CC=C1)CC1=CC=CC=C1)=S)CC1=CC=CC=C1